5-{4-amino-5-[(3,3-difluoroazetidin-1-yl)methyl]pyrrolo[2,1-f][1,2,4]triazin-7-yl}-N-[(3R,4S)-1-(2,2-dimethylpropanoyl)-4-fluoropyrrolidin-3-yl]-2-methoxypyridine-3-carboxamide NC1=NC=NN2C1=C(C=C2C=2C=C(C(=NC2)OC)C(=O)N[C@@H]2CN(C[C@@H]2F)C(C(C)(C)C)=O)CN2CC(C2)(F)F